(2-hydroxyethyl)-2-oxo-1-[cis-4-[(3-methoxy-4-methylphenyl)carbamoyl]cyclohexyl]-2,3-dihydro-1H-1,3-benzodiazole-4-carboxamide OCCN1C(N(C2=C1C(=CC=C2)C(=O)N)[C@@H]2CC[C@@H](CC2)C(NC2=CC(=C(C=C2)C)OC)=O)=O